N-[4-[(6-ethoxy-7-methoxy-1,5-naphthyridin-4-yl)oxy]-3-fluorophenyl]-5-(4-fluorophenyl)-4-hydroxy-2-methylpyridine-3-carboxamide C(C)OC=1N=C2C(=CC=NC2=CC1OC)OC1=C(C=C(C=C1)NC(=O)C=1C(=NC=C(C1O)C1=CC=C(C=C1)F)C)F